C(C)(=O)C1=CC=C(C=C1)C1=CC=C(C=C1)OC(=O)C 4'-acetyl-4-acetoxyl-biphenyl